2-allyl-1-[6-(1-hydroxy-1-methyl-ethyl)-2-pyridinyl]-6-methylthioPyrazolo[3,4-d]Pyrimidine-3-one C(C=C)N1N(C2=NC(=NC=C2C1=O)SC)C1=NC(=CC=C1)C(C)(C)O